OC(CCCCCCCCCCC(=O)O)CCCCCC 12-Hydroxyoctadecanoic acid